FC1=C(C(=O)N([C@H]2CNCCC2)C=2N=CC=C3C2N(C=C3)C)C=CC(=C1)N1N=NC=3C1=NC(=CC3)C (R)-2-fluoro-N-(1-methyl-1H-pyrrolo[2,3-c]pyridin-7-yl)-4-(5-methyl-3H-[1,2,3]triazolo[4,5-b]pyridin-3-yl)-N-(piperidin-3-yl)benzamide